FC(N1N=CC=C1C=O)F (1-(difluoromethyl)-1H-pyrazol-5-yl)methanone